C1(CC1)S(=O)(=O)NC=1SC=C(N1)C(C(=O)NC1=NC=C(C=C1)C1=NC(=CN=C1)OC)CC 2-(2-(cyclopropanesulfonamido)thiazol-4-yl)-N-(5-(6-methoxypyrazin-2-yl)pyridin-2-yl)butanamide